3-fluoro-5-(2-methoxypropan-2-yl)aniline FC=1C=C(N)C=C(C1)C(C)(C)OC